C(CC)(=O)O.P(OC1=C(C=C(C=C1)C(C)(C)C)C(C)(C)C)(OC1=C(C=C(C=C1)C(C)(C)C)C(C)(C)C)OC1=C(C=C(C=C1)C(C)(C)C)C(C)(C)C tris(2,4-di-tert-butylphenyl) phosphite propionate